2-bromo-6-(2,3-dihydro-1,4-benzodioxin-6-yl)benzonitrile BrC1=C(C#N)C(=CC=C1)C1=CC2=C(OCCO2)C=C1